C(C1=CC=CC=C1)N1C(C(=CC(=C1)C(=O)NC1C(C1)OC)C(=O)NC)=O (+/-)-1-benzyl-N5-(2-methoxycyclopropyl)-N3-methyl-2-oxo-1,2-dihydropyridine-3,5-dicarboxamide